C12=CC(=CC=C2CC1)[C@@](C)(O)[C@H]1O[C@H]([C@@H]2OC(O[C@@H]21)(C)C)N2C=CC1=C2N=CN=C1Cl (R)-1-(bicyclo[4.2.0]oct-1,3,5-trien-3-yl)-1-((3aR,4S,6R,6aR)-6-(4-chloro-7H-pyrrolo[2,3-d]pyrimidin-7-yl)-2,2-dimethyltetrahydrofurano[3,4-d][1,3]dioxol-4-yl)ethan-1-ol